ethyl 1-(2-((tert-butoxycarbonyl) amino)-5-(methoxycarbonyl) phenyl)-1H-imidazole-4-carboxylate C(C)(C)(C)OC(=O)NC1=C(C=C(C=C1)C(=O)OC)N1C=NC(=C1)C(=O)OCC